C(C)(=O)N1CC=2N([C@@H](C(C1)(C)C)C(=O)N1CC[C@H](C1)O)N=NC2C (2S,4R)-1-((S)-5-acetyl-3,7,7-trimethyl-5,6,7,8-tetrahydro-4H-[1,2,3]triazolo[1,5-a][1,4]diazepine-8-carbonyl)-4-hydroxypyrrolidine